Ethyl 2-amino-6-(3-hydroxypropyl)-6-phenyl-4,5,6,7-tetrahydrobenzo[b]thiophene-3-carboxylate NC1=C(C2=C(S1)CC(CC2)(C2=CC=CC=C2)CCCO)C(=O)OCC